O1CCC(CC1)NC(=O)[C@H]1CC12CCN(CC2)C(=O)OC(C(F)(F)F)C(F)(F)F Hexafluoropropan-2-yl (S)-1-((tetrahydro-2H-pyran-4-yl)carbamoyl)-6-azaspiro[2.5]octane-6-carboxylate